CC1=CC=CC(=N1)C1=C(N=CN1COCC[Si](C)(C)C)C=1C=C2C=C(C=NC2=CC1)NCCO 2-((6-(5-(6-methylpyridin-2-yl)-1-((2-(trimethylsilyl)ethoxy)methyl)-1H-imidazol-4-yl)quinolin-3-yl)amino)ethan-1-ol